FC1=CC=C(C=C1)COC1=C(C(=NN1C(=O)C1=C(OC=C1)C)C1C(OCCC1)C(F)(F)F)OC 5-[(4-Fluorophenyl)methoxy]-4-methoxy-1-(2-methylfuran-3-carbonyl)-3-[2-(trifluoromethyl)oxan-3-yl]-1H-pyrazol